ClC1=NC=C(C(=N1)C1=NN(C=C1Cl)C1OCCCC1)C(F)(F)F 2-chloro-4-(4-chloro-1-(tetrahydro-2H-pyran-2-yl)-1H-pyrazol-3-yl)-5-(trifluoromethyl)pyrimidine